COC(C(=C)C)=O.C(C=C)(=O)OC Methyl Acrylate Methyl-Methacrylate